OC(=O)C(F)(F)F.C(C)(=O)OC(C(=O)NC)[C@H](CC=1C(=NC=CC1)O)NC([C@H](CC(C)C)N)=O (3S)-3-((S)-2-amino-4-methylpentanamido)-4-(2-hydroxypyridin-3-yl)-1-(methylamino)-1-oxobutan-2-yl acetate TFA salt